5-(4-amino-1H-pyrazol-1-yl)-N-((6-methoxy-3,3-dimethyl-2,3-dihydrobenzofuran-7-yl)sulfonyl)-8-methylquinoline-2-carboxamide NC=1C=NN(C1)C1=C2C=CC(=NC2=C(C=C1)C)C(=O)NS(=O)(=O)C1=C(C=CC=2C(COC21)(C)C)OC